C(C)OC(C1=C(C=C(C=C1)C)[C@@H]1CNC[C@H]1O)=O ((3R,4S)-4-hydroxypyrrolidin-3-yl)-4-methylbenzoic acid ethyl ester